C(C)(C)(C)N[C@H]1CN(CC1)C1=CC=C(N=N1)C1=C(C=C(C(=C1)F)C1=CN=C(S1)C)O 2-{6-[(3R)-3-(tert-butylamino)pyrrolidin-1-yl]pyridazin-3-yl}-4-fluoro-5-(2-methyl-1,3-thiazol-5-yl)phenol